3-propargyloxycarbonyl-3-cyanopentane-1,5-disulfonyl fluoride C(C#C)OC(=O)C(CCS(=O)(=O)F)(CCS(=O)(=O)F)C#N